1-(3-pyridyl)ethanamine N1=CC(=CC=C1)C(C)N